N-((1-(4-(trifluoromethyl)phenyl)-2,3-dihydro-1H-pyrido[2,3-b][1,4]oxazin-3-yl)methyl)acrylamide FC(C1=CC=C(C=C1)N1C2=C(OC(C1)CNC(C=C)=O)N=CC=C2)(F)F